FC(C(=O)O)(F)F.NCCCCCCN(C(=O)C1=CC=C(C=C1)NC(=O)C1=CC=C(CN(C(=O)C=2C=CC3=C(OCC(N3)=O)C2)C2CC2)C=C1)C N-(4-((4-((6-aminohexyl)(methyl)carbamoyl)phenyl)carbamoyl)benzyl)-N-cyclopropyl-3-oxo-3,4-dihydro-2H-benzo[b][1,4]oxazine-7-carboxamide 2,2,2-trifluoroacetate